Cl.N[C@H](C(=O)OCC1=CC(=NC(=C1)Cl)Cl)CCCNC(=O)N (2,6-Dichloropyridin-4-yl)methyl (S)-2-amino-5-ureidopentanoate hydrochloride